ClC=1C(=C2C(=C(NC(C2=C(N1)OC)=O)C1CC1)C1CC1)F 6-chloro-3,4-dicyclopropyl-5-fluoro-8-methoxy-2H-2,7-naphthyridin-1-one